N1C[C@@H](CCC1)C(=O)OC(C)(C)C tert-butyl (R)-piperidin-3-yl-carboxylate